para-toluenesulfonic acid-monohydrate O.CC1=CC=C(C=C1)S(=O)(=O)O